12'-(5-fluoro-1H-indole-2-carbonyl)-4'-methyl-4',7',8',12'-tetraazaspiro[cyclopropane-1,5'-tricyclo[7.4.0.02,7]tridecane] FC=1C=C2C=C(NC2=CC1)C(=O)N1CCC2NN3CC4(N(CC3C2C1)C)CC4